methyl 3-(1-(tert-butoxy)-7-hydroxy-2,6,6-trimethyl-1-oxoheptan-2-yl)benzoate C(C)(C)(C)OC(C(CCCC(CO)(C)C)(C)C=1C=C(C(=O)OC)C=CC1)=O